3-(2-acetoxy-4,6-dimethylphenyl)-3-methylbutyric acid chloride C(C)(=O)OC1=C(C(=CC(=C1)C)C)C(CC(=O)Cl)(C)C